tert-Butyl 4-[2-chloro-4-[[1-methyl-5-[3-(trifluoromethyl)-1-[1-(2-trimethylsilylethoxymethyl)indazol-3-yl]pyrazol-4-yl]imidazole-2-carbonyl]amino]benzoyl]piperazine-1-carboxylate ClC1=C(C(=O)N2CCN(CC2)C(=O)OC(C)(C)C)C=CC(=C1)NC(=O)C=1N(C(=CN1)C=1C(=NN(C1)C1=NN(C2=CC=CC=C12)COCC[Si](C)(C)C)C(F)(F)F)C